CN(C1=CC(=CC=C1)NN1C=CC2=CC=3C(=NC2=C1)C=1N(N3)CC=NC1)C N1,N1-dimethyl-N3-(pyrazino[1',6':1,5]pyrazolo[4,3-b][1,7]naphthyridin-10-yl)benzene-1,3-diamine